FC(C(C)(C)O)(F)C=1C(=C(C=CC1)[C@@H](C)NC=1C2=C(N=C(N1)C)N=C(C(=C2)C2(CC2)C#N)N2CCN(CC2)C(C)C)F (R)-1-(4-((1-(3-(1,1-difluoro-2-hydroxy-2-methylpropyl)-2-fluorophenyl)ethyl)amino)-7-(4-isopropylpiperazin-1-yl)-2-methylpyrido[2,3-d]pyrimidin-6-yl)cyclopropane-1-carbonitrile